(2R,4R)-4-(2,3-dichloro-6-methoxyphenyl)pyrrolidine-1,2-dicarboxylic acid 1-tert-butyl ester 2-methyl ester COC(=O)[C@@H]1N(C[C@H](C1)C1=C(C(=CC=C1OC)Cl)Cl)C(=O)OC(C)(C)C